1,2,3,4,5,6,7,8-octamethylanthracene CC1=C(C(=C(C2=CC3=C(C(=C(C(=C3C=C12)C)C)C)C)C)C)C